CP(ON(C(C)C)C(C)C)(OCC)=S [diisopropylamino] O-ethyl methylphosphonothioate